3,5-diamino-N-(3,4-dihydroxyphenethyl)benzamide NC=1C=C(C(=O)NCCC2=CC(=C(C=C2)O)O)C=C(C1)N